O=C1N(CCN1C1CCOCC1)C1CN(CCC1)C=1N=NC(=C(N1)NC1=CC=C(C=C1)C1CCNCC1)C(=O)N (3-(2-oxo-3-(tetrahydro-2H-pyran-4-yl)imidazolin-1-yl)piperidin-1-yl)-5-((4-(piperidin-4-yl)phenyl)amino)-1,2,4-triazine-6-carboxamide